COC=1C=C(N=NC1)C(C)=O 1-(5-methoxypyridazin-3-yl)ethanone